3-(4-chlorophenyl)-N-(2-cyclopropylpropan-2-yl)-5-iodobenzamide ClC1=CC=C(C=C1)C=1C=C(C(=O)NC(C)(C)C2CC2)C=C(C1)I